3-(Benzyloxy)-5-hydroxy-4-(4-(((tetrahydrofuran-3-yl)methyl)amino)isoindoline-2-carbonyl)benzonitrile C(C1=CC=CC=C1)OC=1C=C(C#N)C=C(C1C(=O)N1CC2=CC=CC(=C2C1)NCC1COCC1)O